C(C)NC(=O)NC1=NC2=C(C=NC(=C2)C2=C(C=CC(=C2)CC2=NNC(C3=CC=CC=C23)=O)F)N1 1-Ethyl-3-(6-(2-fluoro-5-((4-oxo-3,4-dihydrophthalazin-1-yl)methyl)phenyl)-3H-imidazo[4,5-c]pyridin-2-yl)urea